FC(C1=CC=2C(=NN(N2)C2=C(C(=CC(=C2)C(C)(C)CC(C)(C)C)C(C)(C)CC(C)(C)C)O)C=C1)(F)F 5-trifluoromethyl-2-(2-hydroxy-3,5-di-t-octylphenyl)-2H-benzotriazole